C(C)N(S(=O)(=O)C1=C2C=C(C(=CC2=CC=C1)C(=O)OC)O)CC Methyl 5-(N,N-diethylsulfamoyl)-3-hydroxy-2-naphthoate